CC(C(=O)OC)(C)C1=NN(C=C1B1OC(C(O1)(C)C)(C)C)C methyl 2-methyl-2-(1-methyl-4-(4,4,5,5-tetramethyl-1,3,2-dioxaborolan-2-yl)-1H-pyrazol-3-yl)propanoate